C(CCC)[Sn](C1=NC=CC=C1C)(CCCC)CCCC tributyl-(3-methylpyridin-2-yl)stannane